(S)-1-(6-(4-fluoro-1H-pyrazol-1-yl)pyridin-3-yl)ethanamine dihydrochloride Cl.Cl.FC=1C=NN(C1)C1=CC=C(C=N1)[C@H](C)N